4-Methoxybenzaldehyde benzoyl hydrazone C(C1=CC=CC=C1)(=O)NN=CC1=CC=C(C=C1)OC